(4R)-4-phenyl-N-[(3S)-5-methyl-4-oxo-2,3-dihydro-1,5-benzoxazepine-3-yl]-5,6-dihydro-4H-pyrrolo[1,2-b]Pyrazole-2-carboxamide C1(=CC=CC=C1)[C@H]1CCN2N=C(C=C21)C(=O)N[C@H]2COC1=C(N(C2=O)C)C=CC=C1